CC=1C=2N(C=C(N1)C)N=C(C2)C=2N=C1N(C(C2)=O)C=C(C=C1)N1CCC(CC1)(C)NCCO 2-(4,6-dimethylpyrazolo[1,5-a]pyrazin-2-yl)-7-{4-[(2-hydroxyethyl)amino]-4-methylpiperidin-1-yl}-4H-pyrido[1,2-a]pyrimidin-4-one